(2R,3R,4S,5R,6R)-4-(4-(4-chloro-2,3-difluorophenyl)-1H-1,2,3-triazol-1-yl)-2-(hydroxymethyl)-5-methoxy-6-((1-(1-methylcyclobutyl)-1H-1,2,3-triazol-4-yl)methyl)tetrahydro-2H-pyran-3-ol ClC1=C(C(=C(C=C1)C=1N=NN(C1)[C@H]1[C@H]([C@H](O[C@@H]([C@@H]1OC)CC=1N=NN(C1)C1(CCC1)C)CO)O)F)F